COCCOCCOC=1C=C2C=CC(=CC2=CC1)NC1=CC=CC=C1 6-(2-(2-Methoxyethoxy)ethoxy)-N-phenylnaphthalen-2-amine